N1CCC(CC1)N1N=C2C=C(C=CC2=C1)N1CNCC=C1 1-(2-(piperidin-4-yl)-2H-indazol-6-yl)dihydropyrimidine